ClC1=C(C(=O)O)C(=CC(=C1)N1CCOCC1)Cl 2,6-dichloro-4-morpholino-benzoic acid